(5-amino-1-{6-[(2,6-difluorophenyl)oxy]-4-methylpyridin-3-yl}pyrazol-4-yl)[5-(hydroxymethyl)-6-(oxetan-3-yl)-5,6,7,8-tetrahydro-1H-pyrrolo[2,3-e]pyrido[3,4-b]pyridin-2-yl]methanone NC1=C(C=NN1C=1C=NC(=CC1C)OC1=C(C=CC=C1F)F)C(=O)C1=CC2=C(C=C3C(=N2)C(N(CC3)C3COC3)CO)N1